cis-9-Hexadecenal C(CCCCCCC\C=C/CCCCCC)=O